5-chloro-4-(piperidin-1-yl)-1H-indazole ClC=1C(=C2C=NNC2=CC1)N1CCCCC1